3-[2-[[(R)-(2-fluorophenyl)-[(3S)-1,2,3,4-tetrahydropyrido[2,3-b]pyrazin-3-yl]methyl]amino]ethyl]-2-methyl-propanoic acid FC1=C(C=CC=C1)[C@H]([C@@H]1CNC2=C(N1)N=CC=C2)NCCCC(C(=O)O)C